BrCC(C(=O)O[C@H]1[C@@H](CC[C@H](C1)C)C(C)C)CCCC (1R,2S,5R)-5-methyl-2-(propan-2-yl)cyclohexyl 2-(bromomethyl)hexanoate